6-((1S,4S)-2,5-Diazabicyclo[2.2.1]heptan-2-yl)-N-(4-chloro-3-(cyclopropylmethoxy)phenyl)pyrido[3,2-d]pyrimidin-4-amine [C@@H]12N(C[C@@H](NC1)C2)C=2C=CC=1N=CN=C(C1N2)NC2=CC(=C(C=C2)Cl)OCC2CC2